NC1=C(SC=2N=C(SC21)C)C(=O)NC2CC=1C=CC(=NC1CC2)N2CC(C(C2)C(C)OC)N 6-amino-N-{2-[3-amino-4-(1-methoxyethyl)pyrrolidin-1-yl]-5,6,7,8-tetrahydroquinolin-6-yl}-2-methylthieno[2,3-d][1,3]thiazole-5-carboxamide